2-[[8-chloro-6-(trifluoromethyl)-[1,2,4]triazolo[4,3-a]pyridin-3-yl]amino]propenamide ClC=1C=2N(C=C(C1)C(F)(F)F)C(=NN2)NC(C(=O)N)=C